C(C)(=O)OCCCCCCC\C=C\CCCCCCCC (E)-8-Heptadecenyl acetate